R-mandelonitrile C([C@H](O)C1=CC=CC=C1)#N